C(C)(C)(C)C1=NN=C(O1)C1=C(C=C(C=C1O)C(=O)N1CCN(CC1)C=1OC=2C(=NC(=CC2)C)N1)F (4-(5-(tert-butyl)-1,3,4-oxadiazol-2-yl)-3-fluoro-5-hydroxyphenyl)(4-(5-methyloxazolo[4,5-b]pyridin-2-yl)piperazin-1-yl)methanone